sodium titanium carbonate C([O-])([O-])=O.[Ti+4].[Na+]